CC=1C=C(CN2C3=CC=CC=C3C=3C=CC=CC23)C=CC1 N-(3-methylbenzyl)-carbazole